4-((4-(4-(quinoline-8-sulfonamido)benzoyl) piperazin-1-yl)methyl)phenyl acetate C(C)(=O)OC1=CC=C(C=C1)CN1CCN(CC1)C(C1=CC=C(C=C1)NS(=O)(=O)C=1C=CC=C2C=CC=NC12)=O